Pregnane-3,11,20-trione CC([C@H]1CC[C@H]2[C@@H]3CCC4CC(CC[C@]4(C)[C@H]3C(C[C@]12C)=O)=O)=O